C(#N)C(CNC=1C(=CC=C2C=CC(=CC12)C1=CC=C(C(=N1)C(=O)N[C@H]1CN(CCC1)C)F)OC)=C 6-{8-[(2-cyano-2-methylideneethyl)amino]-7-methoxynaphthalen-2-yl}-3-fluoro-N-[(3R)-1-methylpiperidin-3-yl]pyridine-2-carboxamide